4-amino-1-((2R,3S,4R,5R)-5-ethynyl-3-fluoro-4-hydroxy-5-(hydroxymethyl)-tetrahydrofuran-2-yl)-5-fluoropyrimidin-2(1H)-one NC1=NC(N(C=C1F)[C@@H]1O[C@@]([C@H]([C@@H]1F)O)(CO)C#C)=O